CC=1C=C2C(C=C(OC2=C(C1)C(C)NC1=C(C(=O)O)C=CC=C1)C1=CC=2C(C=N1)=NN(C2)C)=O 2-[1-[6-Methyl-2-(2-methylpyrazolo[3,4-c]pyridin-5-yl)-4-oxo-chromen-8-yl]ethylamino]benzoic acid